(2-bromoethoxy)(tert-butyl)dimethyl-silane BrCCO[Si](C)(C)C(C)(C)C